10-oxo-6-azaspiro[4.5]decane-6-carboxylic acid tert-butyl ester C(C)(C)(C)OC(=O)N1C2(CCCC2)C(CCC1)=O